IC1CN(CCC12OCCN1C2=C(C=N1)C)C(=O)OC(C)(C)C tert-butyl 3-iodo-3'-methyl-6',7'-dihydrospiro[piperidine-4,4'-pyrazolo[5,1-c][1,4]oxazine]-1-carboxylate